C12C(CC(C=C1)CC2)C=O bicyclo[2.2.2]oct-5-en-2-formaldehyde